C(C)(C)(C)C1=CC2=C3C=C4C(C=C3C=C2C=C1)=C1C=C(C=CC1=C4)C(C)(C)C 3,9-di-tert-Butyl-indeno[1,2-b]fluorene